N[C@H](C(=O)NCCN1C(C=CC1=O)=O)CC1=CC=CC=C1 (S)-2-amino-N-(2-(2,5-dioxo-2,5-dihydro-1H-pyrrol-1-yl)ethyl)-3-phenylpropionamide